N,N'-bis-(2,6-diisopropylphenyl)ethane-1,2-diimine C(C)(C)C1=C(C(=CC=C1)C(C)C)N=CC=NC1=C(C=CC=C1C(C)C)C(C)C